2-(4-methoxy-2-methylphenyl)phenol COC1=CC(=C(C=C1)C1=C(C=CC=C1)O)C